[Zn].[Cd].[Cu] copper-cadmium-zinc